tert-butyl N-[2-[methyl(prop-2-ynyl)amino]ethyl]carbamate CN(CCNC(OC(C)(C)C)=O)CC#C